FC1=CC=C(C=C1)C(C)NC1=NN(C(=C1)C1=CC=2N(C=C1)N=CC2C(=O)N)C2=NC(=CC=C2)C 5-(3-((1-(4-fluorophenyl)ethyl)amino)-1-(6-methylpyridin-2-yl)-1H-pyrazol-5-yl)pyrazolo[1,5-a]pyridine-3-carboxamide